N-(3-hydroxy-3-methylbutyl)-N-methyl-3-(2-methyl-1-oxo-1,2-dihydro-6-isoquinolinyl)-6-quinoxalinecarboxamide OC(CCN(C(=O)C=1C=C2N=C(C=NC2=CC1)C=1C=C2C=CN(C(C2=CC1)=O)C)C)(C)C